C1(=CC=CC=C1)C[C@@H](B1O[C@]2([C@@H]3C([C@H](C[C@H]2O1)C3)(C)C)C)NC([O-])=O [(1R)-2-phenyl-1-[(1S,2S,6R,8S)-2,9,9-trimethyl-3,5-dioxa-4-boratricyclo[6.1.1.0^[2,6]]decan-4-yl]ethyl]carbamate